copper 2,2-bipyridine-6,6-dicarboxylic acid N1C(=CC=CC1(C(=O)O)C(=O)O)C1=NC=CC=C1.[Cu]